(4-(1H-pyrazol-4-yl)phenyl)-5-methoxy-1,3-dihydrospiro[indene-2,3'-pyrrolidine] N1N=CC(=C1)C1=CC=C(C=C1)N1CC2(CC1)CC1=CC=C(C=C1C2)OC